2-amino-N-[(5-cyclopropylisoxazol-3-yl)methyl]-8-fluoro-quinazoline-4-carboxamide NC1=NC2=C(C=CC=C2C(=N1)C(=O)NCC1=NOC(=C1)C1CC1)F